O=C1NC2=CC=C(C=3C2=C1C=CC3)CC3=CC=C(C=C3)C(N3CCN(CC3)C(=O)OC(C)(C)C)([2H])[2H] tert-Butyl 4-((4-((2-oxo-1,2-dihydrobenzo[cd]indol-6-yl)methyl)phenyl)methyl-d2)piperazine-1-carboxylate